3,6-di-chloro-1-(3-((1-(2-ethoxypyridin-3-yl)-5-methyl-4-nitro-1H-pyrazol-3-yl)oxy)propyl)-1H-pyrazolo[3,4-d]pyrimidine ClC1=NN(C2=NC(=NC=C21)Cl)CCCOC2=NN(C(=C2[N+](=O)[O-])C)C=2C(=NC=CC2)OCC